C1(=CC=CC=C1)C(=C(CC)C1=CC=CC=C1)C1=CC=C(OCCN(C)CC=2C=C3CN(C(C3=C(C2)F)=O)C2C(NC(CC2)=O)=O)C=C1 3-(5-(((2-(4-(1,2-diphenylbut-1-en-1-yl)phenoxy)ethyl)(methyl)amino)methyl)-7-fluoro-1-oxoisoindolin-2-yl)piperidine-2,6-dione